ClC1=NC(=CN=C1)O[C@@H]1[C@H](CNCC1)F 2-chloro-6-(((3S,4S)-3-fluoropiperidin-4-yl)oxy)pyrazine